N,N-dimethylindoline-1-sulfonamide CN(S(=O)(=O)N1CCC2=CC=CC=C12)C